N-(1-(benzo[d]oxazol-2-yl)-2,2-dimethylpropyl)-N-(3-chloro-4-(cyclopropylmethoxy)phenyl)-3-(triisopropylsilyl)propiolamide O1C(=NC2=C1C=CC=C2)C(C(C)(C)C)N(C(C#C[Si](C(C)C)(C(C)C)C(C)C)=O)C2=CC(=C(C=C2)OCC2CC2)Cl